C(C)(C)C=1C=NN2C1N=C(N=C2NCC2CCN(CC2)C(C=CC)=O)NC2CCOCC2 1-(4-(((8-isopropyl-2-((tetrahydro-2H-pyran-4-yl)amino)pyrazolo[1,5-a][1,3,5]triazin-4-yl)amino)methyl)piperidin-1-yl)but-2-en-1-one